C(#N)/C(/C(=O)N1CCN(CC1)CC(=O)OC(C)(C)C)=C\C(C)(C)C tert-butyl (E)-2-(4-(2-cyano-4,4-dimethylpent-2-enoyl)piperazin-1-yl)acetate